NC1=CC(=C(C(=O)N2C(CN(CC2)C(=O)OC(C)(C)C)C2=C(C=CC=C2)Cl)C=C1)N1CCC2(COC2)C1 tert-butyl 4-[4-amino-2-(2-oxa-7-azaspiro[3.4]octan-7-yl)benzoyl]-3-(2-chlorophenyl)piperazine-1-carboxylate